2-bromomethylpyridine BrCC1=NC=CC=C1